C(#N)C1=CC(=C(C=C1)[C@H]1C(=C(NC2=C(C=NC(=C12)OCC)C)C)C(=O)NCC1=C(C=C(C=C1)OC)OC)OC |r| rac-4-(4-cyano-2-methoxyphenyl)-5-ethoxy-N-(2,4-dimethoxybenzyl)-2,8-dimethyl-1,4-dihydro-1,6-naphthyridine-3-carboxamide